[Si](C)(C)(C(C)(C)C)N=S(=O)(N)C=1SC=C(C1)[C@@](CO[Si](C)(C)C(C)(C)C)(C)O N'-(tert-butyldimethylsilyl)-4-((R)-1-((tert-butyldimethylsilyl)oxy)-2-hydroxypropan-2-yl)thiophene-2-sulfonimidamide